4-nitrophenyl (3-(N-(tert-butyl)sulfamoyl)-4-(2-(4-nitrophenyl)thiazol-5-yl)phenyl)carbamate C(C)(C)(C)NS(=O)(=O)C=1C=C(C=CC1C1=CN=C(S1)C1=CC=C(C=C1)[N+](=O)[O-])NC(OC1=CC=C(C=C1)[N+](=O)[O-])=O